2-(2,6-diisopropylphenyl)-9-(pyridin-2-yl)-9H-pyrido[2,3-b]indol-7-ol C(C)(C)C1=C(C(=CC=C1)C(C)C)C=1C=CC2=C(N(C3=CC(=CC=C23)O)C2=NC=CC=C2)N1